FC1=CC=C(CN2C(=NC=3N(C(N(C(C23)=O)CCCO)=O)C)OC2=C(C=CC=C2)C(C)C)C=C1 7-(4-fluorobenzyl)-1-(3-hydroxypropyl)-8-(2-isopropylphenoxy)-3-methyl-1H-purine-2,6(3H,7H)-dione